N-(4-Fluoro-3-(4-Methylpiperazin-1-yl)Phenyl)-4-Hydroxy-1-Isobutyl-2-Oxo-1,2-Dihydroquinoline-3-Carboxamide Formate Salt C(=O)O.FC1=C(C=C(C=C1)NC(=O)C=1C(N(C2=CC=CC=C2C1O)CC(C)C)=O)N1CCN(CC1)C